BrC1=C(C2=C(N(N=N2)C)C(=C1)C(F)(F)F)C 5-bromo-1,4-dimethyl-7-(trifluoromethyl)-1H-benzotriazole